NC1C(CCCC1)C1=CN(C=2N=C(N=C(C21)NC2=CC(=CC=C2)Cl)N)C(C)C (2-aminocyclohexyl)-N4-(3-chlorophenyl)-7-isopropyl-7H-pyrrolo[2,3-d]pyrimidine-2,4-diamine